4-cyclopropyl-6-(3-((1s,3R)-3-methyl-1-(4-methyl-4H-1,2,4-triazol-3-yl)cyclobutyl)phenyl)-2-(((S)-3-methylpiperidin-1-yl)methyl)-1,6-dihydro-7H-pyrrolo[2,3-c]pyridin-7-one C1(CC1)C=1C2=C(C(N(C1)C1=CC(=CC=C1)C1(CC(C1)C)C1=NN=CN1C)=O)NC(=C2)CN2C[C@H](CCC2)C